FC(C(C#CC1=C2CCCN(C2=CC=C1)C1=NC=2N(C3=CC=CC(=C13)F)C(=NN2)C)(C)C)F (5-(4,4-difluoro-3,3-dimethylbut-1-yn-1-yl)-3,4-dihydroquinolin-1(2H)-yl)-6-fluoro-1-methyl-[1,2,4]triazolo[4,3-a]quinazoline